COC(C1=CC=CC=C1)OC Benzaldehyde DIMETHYL ACETAL